C(C)(=O)O[C@@H]1[C@H](O[C@@H]([C@H]([C@H]1OC(C)=O)OCC1=CC=CC=C1)OC1=CC=C(C=C1)[N+](=O)[O-])CC(F)(F)P(=O)(OCC)OCC (2R,3R,4S,5S,6R)-5-(benzyloxy)-2-(2-(diethoxyphosphoryl)-2,2-difluoroethyl)-6-(4-nitrophenoxy)tetrahydro-2H-pyran-3,4-diyl diacetate